CN1C2=C(C3=C1C(N(N=C3)CC3=C1C=NN(C1=CC=C3)COCC[Si](C)(C)C)=O)SC(=N2)CC=2N=CSC2 4-methyl-2-(thiazol-4-ylmethyl)-6-((1-((2-(trimethylsilyl)ethoxy)methyl)-1H-indazol-4-yl)methyl)-4H-thiazolo[5',4':4,5]Pyrrolo[2,3-d]Pyridazin-5(6H)-one